tert-butyl 4-[4-[(2,6-dioxo-3-piperidyl)amino]phenyl]-3,3-difluoro-piperidine-1-carboxylate O=C1NC(CCC1NC1=CC=C(C=C1)C1C(CN(CC1)C(=O)OC(C)(C)C)(F)F)=O